3-(4-(1H-pyrazol-4-yl)phenyl)-8-(2,2-difluoroethyl)-1-(3-fluoro-2-methylbenzyl)-1,3,8-triazaspiro[4.5]decan-2-one N1N=CC(=C1)C1=CC=C(C=C1)N1C(N(C2(C1)CCN(CC2)CC(F)F)CC2=C(C(=CC=C2)F)C)=O